C(C)(C)(C)OC(=O)C=1N=CN2C1N(C(C1=CC(=CC(=C21)C(C)Br)C)=O)C 9-(1-bromoethyl)-4,7-dimethyl-5-oxo-4,5-dihydroimidazo[1,5-a]quinazoline-3-carboxylic acid tert-butyl ester